N-(4-cyano-2-fluorophenyl)-6-oxo-5-(2,2,2-trifluoroethyl)-1,4-dihydropyrrolo[3,4-b]pyrrole-3-sulfonamide C(#N)C1=CC(=C(C=C1)NS(=O)(=O)C=1C2=C(NC1)C(N(C2)CC(F)(F)F)=O)F